5,6-dimethyl-2-(3-oxopentyl)benzoic acid CC=1C=CC(=C(C(=O)O)C1C)CCC(CC)=O